FC(CS(=O)(=O)O)(F)F 2,2,2-trifluoroethanesulfonic acid